C1=CC=CC=2C3=CC=CC=C3C(C12)COC(=O)N[C@H](C(=O)N[C@H](C(=O)O)CCCNC(=O)N)C(C)C (S)-2-((S)-2-((((9H-fluoren-9-yl)methoxy)carbonyl)amino)-3-methylbutanamido)-5-ureidopentanoic acid